COC(=O)C1=C(C2=C(OCCN2C)C(=C1Br)O)[N+](=O)[O-] 7-Bromo-8-hydroxy-4-methyl-5-nitro-3,4-dihydro-2H-benzo[b][1,4]oxazine-6-carboxylic acid methyl ester